CN1N=CC(=C1)C1=CC=2N(N=C1)C(=CN2)N2CCN(CC2)C(=O)O[C@H](C)C=2C=NC(=CC2)C (1R)-1-(6-methylpyridin-3-yl)ethyl 4-[7-(1-methyl-1H-pyrazol-4-yl)imidazo[1,2-b]pyridazin-3-yl]piperazine-1-carboxylate